C(#N)C=1C=NC(=NC1)NC(CNC(OC(C)(C)C)=O)C1=C(C=C(C=C1)F)F tert-butyl (2-((5-cyanopyrimidin-2-yl)amino)-2-(2,4-difluorophenyl)ethyl)carbamate